5-((1-methylpiperidin-4-yl)oxy)picolinohydrazide CN1CCC(CC1)OC=1C=CC(=NC1)C(=O)NN